F[C@@H]1CN(CC[C@]1(C)O)C1=NC=CC(=N1)NC=1C=C2C(=CN=C(C2=CN1)N1CC2(CCS2(=O)=O)C1)C(C)C 6-(6-((2-((3R,4S)-3-fluoro-4-hydroxy-4-methylpiperidin-1-yl)pyrimidin-4-yl)amino)-4-isopropyl-2,7-naphthyridin-1-yl)-1-thia-6-azaspiro[3.3]heptane 1,1-dioxide